C(CCCCC)N=CCC1=CC=CC(=N1)C(CC)=O 6-(Hexylimino)ethyl-2-propionylpyridin